4-(2-cyano-7-((5-methoxy-7-methyl-1H-indol-4-yl)methyl)-7-azaspiro[3.5]nonan-6-yl)-N-((1-methyl-6-oxo-1,6-dihydropyridin-3-yl)methyl)benzamide C(#N)C1CC2(C1)CC(N(CC2)CC2=C1C=CNC1=C(C=C2OC)C)C2=CC=C(C(=O)NCC1=CN(C(C=C1)=O)C)C=C2